(1-(4-(2,6-bis(benzyloxy)pyridin-3-yl)-3-fluorophenyl)piperidin-4-yl)methanol C(C1=CC=CC=C1)OC1=NC(=CC=C1C1=C(C=C(C=C1)N1CCC(CC1)CO)F)OCC1=CC=CC=C1